C1(=CC=CC=C1)C(C1=CC=CC=C1)OC(CCCCCCCCCCC)=O dodecanoic acid 1,1-diphenylmethyl ester